S(=O)(=O)([O-])[O-].[Fe+].[Fe+] iron(I) sulfate